FC(C1=C(C=CC(=C1)F)CN)F (2-(difluoromethyl)-4-fluorophenyl)methanamine